(R)-tert-butyl (1-(7-amino-2-methylquinazolin-4-yl)pyrrolidin-3-yl)carbamate NC1=CC=C2C(=NC(=NC2=C1)C)N1C[C@@H](CC1)NC(OC(C)(C)C)=O